silver-molybdenum [Mo].[Ag]